5-(4-(3-ethyl-2,4-dioxo-1,2,3,4-tetrahydroquinazoline-7-carbonyl)piperazin-1-yl)-N-methylpicolinamide C(C)N1C(NC2=CC(=CC=C2C1=O)C(=O)N1CCN(CC1)C=1C=CC(=NC1)C(=O)NC)=O